N-(3-aminopropyl)-1,3-propandiamine NCCCNCCCN